C(#N)C1=C(C=C(C=C1)C1=NC=2C(=NC=CC2N2C(CCCC2)C#N)N1C1=C(C=C(C=C1)N1CC(CC1)OC)F)F 1-(2-(4-Cyano-3-fluorophenyl)-3-(2-fluoro-4-(3-methoxypyrrolidin-1-yl)phenyl)-3H-imidazo[4,5-b]pyridin-7-yl)piperidine-2-carbonitrile